NC1=C(C(=NC=N1)N1CCCCC1)C1=CC=C(C=C1)OC1=CC=CC=C1 1-(6-amino-5-(4-phenoxyphenyl)pyrimidin-4-yl)piperidin